C1=CC=CC=2C3=CC=CC=C3[SiH2]C12 9H-9-silafluorene